tert-butyl (R)-(1-(3-methyl-1,2,4-oxadiazol-5-yl)ethyl)carbamate CC1=NOC(=N1)[C@@H](C)NC(OC(C)(C)C)=O